(1r,4r)-4-((1-(2-(3-(2,4-Dioxotetrahydropyrimidin-1(2H)-yl)-4-methylphenoxy)acetyl)piperidin-4-yl)oxy)cyclohexane-1-carboxylic acid O=C1N(CCC(N1)=O)C=1C=C(OCC(=O)N2CCC(CC2)OC2CCC(CC2)C(=O)O)C=CC1C